2-ethoxy-1-[[2'-(5-oxo-4,5-dihydro-1,2,4-oxadiazol-3-yl)biphenyl-4-yl]methyl]-1H-benzimidazole-7-carboxylic acid C(C)OC1=NC2=C(N1CC1=CC=C(C=C1)C1=C(C=CC=C1)C1=NOC(N1)=O)C(=CC=C2)C(=O)O